FC(C1=CN(C=2N=CN=C(C21)N2[C@H](CN[C@@H](C2)C)C)C2=C(C(=O)O)C=CN=C2)F (5-(difluoromethyl)-4-((2S,5R)-2,5-dimethylpiperazin-1-yl)-7H-pyrrolo[2,3-d]pyrimidin-7-yl)isonicotinic acid